(7S)-3-{2-[(3R)-3-Acetamidopyrrolidin-1-yl]ethyl}-7-methyl-2-[2-(1H-pyrazol-1-yl)ethyl]-3H,6H,7H,8H,9H-imidazo[4,5-f]chinolin C(C)(=O)N[C@H]1CN(CC1)CCN1C(=NC2=C3CC[C@@H](NC3=CC=C21)C)CCN2N=CC=C2